(4R)-4-[3-[3-[6-[3-hydroxy-3-(trifluoromethyl)pyrrolidin-1-yl]-3-pyridinyl]azetidin-1-yl]-3-oxo-propyl]oxazolidin-2-one OC1(CN(CC1)C1=CC=C(C=N1)C1CN(C1)C(CC[C@H]1NC(OC1)=O)=O)C(F)(F)F